FC=1C=C(C#N)C=CC1C=1NC(=CN1)C(F)(F)F 3-fluoro-4-(5-(trifluoromethyl)-1H-imidazol-2-yl)benzonitrile